4-iodo-6-(morpholin-4-yl)-N-[(3S)-oxetan-3-yl]pyridin-2-amine IC1=CC(=NC(=C1)N1CCOCC1)NC1COC1